4-(1-(5-chloropyridin-2-yl)-5-hydroxy-1H-pyrazol-4-yl)benzonitrile ClC=1C=CC(=NC1)N1N=CC(=C1O)C1=CC=C(C#N)C=C1